FC=1C=C(C=C(C1)F)[C@@H]1CC[C@H]2OC3(C(N21)=O)CCN(CC3)C3=CC(=C(C=N3)C#N)F 6-[(5'S,7a'R)-5'-(3,5-difluorophenyl)-3'-oxotetrahydro-1H,3'H-spiro[piperidine-4,2'-pyrrolo[2,1-b][1,3]oxazol]-1-yl]-4-fluoropyridine-3-carbonitrile